(S)-(1-(2-(1-(3,4,5-trimethoxyphenyl)-1H-imidazol-4-ylamino)-6,7-dihydro-5H-pyrrolo[3,4-d]pyrimidin-4-yl)pyrrolidin-2-yl)methanol COC=1C=C(C=C(C1OC)OC)N1C=NC(=C1)NC=1N=C(C2=C(N1)CNC2)N2[C@@H](CCC2)CO